(rac)-2'-(6-amino-5-cyanopyridin-3-yl)-N-[2-(4-fluorophenyl)propan-2-yl]-5',6'-dihydrospiro[pyrrolidine-3,4'-pyrrolo[1,2-b]pyrazole]-1-carboxamide NC1=C(C=C(C=N1)C=1C=C2N(N1)CC[C@]21CN(CC1)C(=O)NC(C)(C)C1=CC=C(C=C1)F)C#N |r|